5-(3-(((1R,3R)-3-aminocyclobutyl)ethynyl)-2-fluoro-6-hydroxyphenyl)-1,2,5-thiadiazolidin-3-one 1,1-dioxide NC1CC(C1)C#CC=1C(=C(C(=CC1)O)N1CC(NS1(=O)=O)=O)F